5-fluoro-4-(8-fluoro-4-isopropyl-3,4-dihydro-2H-benzo[b][1,4]oxazin-6-yl)-N-(1-(methylsulfonyl)piperidin-4-yl)pyrimidin-2-amine FC=1C(=NC(=NC1)NC1CCN(CC1)S(=O)(=O)C)C1=CC2=C(OCCN2C(C)C)C(=C1)F